(2-(tert-butoxy)-2-oxoethyl) (((((di-tert-butoxyphosphoryl) oxy) methoxy) carbonyl) amino)-3,3-dimethylbutyrate C(C)(C)(C)OP(=O)(OC(C)(C)C)OCOC(=O)NC(C(=O)OCC(=O)OC(C)(C)C)C(C)(C)C